(S)-9-amino-9-(5-bromo-2-(4-fluorophenyl)-1-((2-(trimethylsilyl)ethoxy)methyl)-1H-imidazol-4-yl)nonan-3-one N[C@@H](CCCCCC(CC)=O)C=1N=C(N(C1Br)COCC[Si](C)(C)C)C1=CC=C(C=C1)F